1-[3-(2,5-Dimethylphenyl)-1,2,4-oxadiazol-5-yl]-2,2-difluoro-1-methyl-6-azaspiro[2.5]octane hydrochloride Cl.CC1=C(C=C(C=C1)C)C1=NOC(=N1)C1(C(C12CCNCC2)(F)F)C